FC1=C2C=CC=C(C2=CC=C1O)C1=C2C(=NC(=C1C)N1CC3(CN(C3)C(C=C)=O)CC1)CC(OC2)(C)C 1-(6-(4-(5-fluoro-6-hydroxy-1-naphthalenyl)-3,7,7-trimethyl-7,8-dihydro-5H-pyrano[4,3-b]pyridin-2-yl)-2,6-diazaspiro[3.4]octan-2-yl)-2-propen-1-one